tertiary butyl-benzothiazole disulfide C(C)(C)(C)C=1S(C2=C(N1)C=CC=C2)(=S)=S